[O]N1N=NC2=C1C=CC=C2 1-(λ1-oxidaneyl)-1H-benzo[d][1,2,3]triazole